FC=1C(=CN(C1C=1C(=NC=CC1)F)S(=O)(=O)C1=NC=CC(=C1)C)CNC 1-{4-fluoro-5-(2-fluoropyridin-3-yl)-1-[(4-methylpyridin-2-yl)sulfonyl]-1H-pyrrol-3-yl}-N-methyl-methylamine